C(C)(=O)N1[C@H]([C@@H](N(CC1)C(C=C)=O)CO)C1=CC(=NC(=C1)Cl)C1=CC(=NC=N1)C(=O)NC 6-(4-((2S,3R)-1-acetyl-4-acryloyl-3-(hydroxymethyl)piperazin-2-yl)-6-chloropyridin-2-yl)-N-methylpyrimidine-4-carboxamide